C(C)(C)(C)N1N=NC(=C1)CN(CC=1N=NN(C1)C(C)(C)C)CC=1N=NN(C1)CCS(=O)(=O)O 2-(4-((bis((1-tert-butyl-l-1,2,3-triazol-4-yl)methyl)amino)methyl)-1H-1,2,3-triazol-1-yl)ethanesulfonic acid